NC1=NC(=C2N=C(NC2=N1)C=1C=NN(C1)C)C=1C(=C(C=CC1)N1C(C2=C(C=C(C=C2C=C1)C1CC1)F)=O)CO 2-{3-[2-amino-8-(1-methyl-1H-pyrazol-4-yl)-9H-purin-6-yl]-2-(hydroxymethyl)phenyl}-6-cyclopropyl-8-fluoroisoquinolin-1(2H)-one